SC1=C(C=CC=C1)SC1=C(C=CC=C1)S mercapto-phenyl sulfide